CS(=O)CC1CNC1 3-(methylsulfinylmethyl)azetidin